3-(7-((1-(4-Amino-1,2,5-oxadiazole-3-carbonyl)piperidin-4-yl)oxy)-1-methyl-1H-indazol-3-yl)piperidine-2,6-dione NC=1C(=NON1)C(=O)N1CCC(CC1)OC=1C=CC=C2C(=NN(C12)C)C1C(NC(CC1)=O)=O